7-(4-(4-Ethylpiperazin-1-yl)phenyl)-3-methyl-1-(2-oxo-2-(piperidin-1-yl)ethyl)-3,6-dihydroimidazo[4,5-d]pyrrolo[2,3-b]pyridin-2(1H)-on C(C)N1CCN(CC1)C1=CC=C(C=C1)C1=CC=2C(=NC=C3C2N(C(N3C)=O)CC(N3CCCCC3)=O)N1